beta-D-Fructose 1,6-bisphosphate P(=O)(O)(O)OC[C@]1(O)[C@@H](O)[C@H](O)[C@H](O1)COP(=O)(O)O